ClCC=CCCC(C)(C)C 1-chloro-6,6-dimethyl-2-heptene